N(=NC(C(=O)OCC)(C)C)C(C(=O)OCC)(C)C diethyl 2,2'-azobisisobutyrate